C(C)S(=O)(=N)C1=NC=C2N(C(NC2=N1)=O)C(=O)N(CCC)C 2-(ethylsulphonimidoyl)-N-methyl-8-oxo-N-propyl-purine-7-carboxamide